The molecule is a bis(eta(5)-cyclopentadienyl)metal(II) having Zr(II) as the metal(II) species. The parent of the class of zirconocenes. It is a member of zirconocenes and a bis(eta(5)-cyclopentadienyl)metal(II). [CH-]1[CH-][CH-][CH-][CH-]1.[CH-]1C=CC=C1.[Zr]